C(C)C(COC=1C=C(OCCNC(CO)CO)C=C(C1)CCCCCCCCCCCCCCC)CCCC 2-((2-(3-((2-ethylhexyl)oxy)-5-pentadecylphenoxy)ethyl)amino)propane-1,3-diol